NC=1C=C(C=CC1)CS(=O)(=O)N1CCC(CC1)NC=1C=C(C=CC1)C1=C(C(=C(S1)C(=O)O)OCC(=O)O)Cl 5-[3-[[1-[(3-aminophenyl)methylsulfonyl]-4-piperidyl]amino]phenyl]-3-(carboxymethoxy)-4-chloro-thiophene-2-carboxylic acid